1-Boc-(R)-3-aminopyrrolidine C(=O)(OC(C)(C)C)N1C[C@@H](CC1)N